(3S)-5,6-dichloro-2-oxo-1H-spiro[indole-3,3-pyrrolidine] ClC=1C=C2C(=CC1Cl)NC([C@]21CNCC1)=O